N-ethyl-5-fluoro-2-[3-methyl-6-(4-{[(1s,3s)-3-ethanesulfonamidocyclobutyl]methyl}piperazin-1-yl)imidazo[1,5-a]pyridin-8-yl]-N-(isopropyl)benzamide C(C)N(C(C1=C(C=CC(=C1)F)C=1C=2N(C=C(C1)N1CCN(CC1)CC1CC(C1)NS(=O)(=O)CC)C(=NC2)C)=O)C(C)C